NCCC[SiH](OCCCCCCCCCCCC)OCCCCCCCCCCCC 3-aminopropyl-(didodecyloxysilane)